COC(=O)C=1C(=C2C(=CN1)N(C=C2)S(=O)(=O)C2=CC=CC=C2)O 4-hydroxy-1-(phenylsulfonyl)-1H-pyrrolo[2,3-c]pyridine-5-carboxylic acid methyl ester